2-(1,1-dioxothietan-3-yl)acetic acid O=S1(CC(C1)CC(=O)O)=O